C(C)(=O)OCCCCCCCCCCCC\C=C/CCCC (Z)-octadec-13-en-1-yl acetate